C(C)N([C@@H]1[C@H](CC2=CC=CC=C12)OC=1C=C2CN(C(C2=CC1)=O)C1C(NC(CC1)=O)=O)C 3-(5-(((1S,2S)-1-(ethyl-(methyl)amino)-2,3-dihydro-1H-inden-2-yl)oxy)-1-oxoisoindolin-2-yl)piperidine-2,6-dione